ClC1=C(COC2=C3CCN(CC3=CC=C2)C)C=CC(=C1)C(F)(F)F 5-((2-chloro-4-(trifluoromethyl)benzyl)oxy)-2-methyl-3,4-dihydroisoquinoline